C(C)(C)(C)OC(=O)NC1(CC2=CC(=CC=C2CC1)OC1=C(C=CC=C1)C1=CC(=CC=C1)[N+](=O)[O-])C(=O)OC methyl 2-((tert-butoxycarbonyl)amino)-7-((3'-nitro-[1,1'-biphenyl]-2-yl)oxy)-1,2,3,4-tetrahydronaphthalene-2-carboxylate